CN(C=1C=CC=2NC3=CC=C(C=C3SC2C1)N(C)C)C 3,7-bis(dimethylamino)phenothiazin